ClC1=CC=2N(C(=C1NC(=O)C1=CC(=NN1C1=NC=CC=C1Cl)CN1N=C(N=N1)C(F)(F)F)C(=O)NCC)N=CC2 5-Chloro-6-(1-(3-chloropyridin-2-yl)-3-((5-(trifluoromethyl)-2H-tetrazol-2-yl)methyl)-1H-pyrazol-5-carboxamido)-N-ethylpyrazolo[1,5-a]pyridin-7-carboxamid